racemic-cis-10-((2-((tert-butyldimethylsilyl)oxy)ethyl)amino)-7,8-dichloro-5-(2-methoxyethyl)-1-methyl-3,4,5,6-tetrahydroazepino[4,5-b]indol-2(1H)-one [Si](C)(C)(C(C)(C)C)OCCNC=1C=2C3=C(NC2C(=C(C1)Cl)Cl)[C@H](CNC([C@H]3C)=O)CCOC |r|